CC1=C(C(=CC=2C3=CC=CC=C3C3(C4=CC=CC=C4OC=4C(=CC=CC34)B(O)O)C12)C)C (1,2,3-trimethylspiro[fluorene-9,9'-xanthen]-4'-yl)boronic acid